1-(3-(3-methoxyphenyl)-1,2,4-oxadiazol-5-yl)-N-((1-(4-methylbenzyl)pyrrolidin-3-yl)methyl)piperidine-4-carboxamide COC=1C=C(C=CC1)C1=NOC(=N1)N1CCC(CC1)C(=O)NCC1CN(CC1)CC1=CC=C(C=C1)C